C(C(=O)O)(=O)O.C1N(CC12CNC2)C(=O)OC(C)(C)C tert-butyl 2,6-diazaspiro[3.3]heptane-2-carboxylate, oxalate salt